C12(CC3CC(CC(C1)C3)C2)CCCCCCCCCCC(=O)N[C@@H](CO[C@H]2O[C@@H]([C@@H]([C@@H]([C@H]2O)O)O)CO)[C@@H]([C@@H](CCCCCCCCCCCCCC)O)O 11-((1r,3s)-adamantan-1-yl)-N-((2S,3S,4R)-3,4-dihydroxy-1-(((2S,3R,4S,5R,6R)-3,4,5-trihydroxy-6-(hydroxymethyl)tetrahydro-2H-pyran-2-yl)oxy)octadecan-2-yl)undecanamide